ClC=1C=CC(=C(C1)O)C1=NN=C(C=2N1C=CN2)N[C@H]2CN(CCC2)C 5-chloro-2-[8-[[(3R)-1-methyl-3-piperidyl]amino]imidazo[1,2-d][1,2,4]triazin-5-yl]phenol